5-(3,6-dihydro-2H-pyran-4-yl)-4-((6-morpholinopyridin-3-yl)amino)pyrimidine-2-carbonitrile O1CCC(=CC1)C=1C(=NC(=NC1)C#N)NC=1C=NC(=CC1)N1CCOCC1